3-methoxybenzene-sulfonyl chloride COC=1C=C(C=CC1)S(=O)(=O)Cl